4-Toluenesulfonic acid pyridine salt N1=CC=CC=C1.CC1=CC=C(C=C1)S(=O)(=O)O